3,4-dihydro-2H-spiro-[naphthalen-1,9'-xanthene]-2'-amine C1=C(C=CC=2OC3=CC=CC=C3C3(C12)CCCC1=CC=CC=C13)N